ClC=1C(=C(C=CC1Cl)NC1=NC=NC2=CC(=C(C=C12)OC1CCN(CC1)CC=1C=C2C(N(C(C2=CC1)=O)C1C(NC(CC1)=O)=O)=O)OC)F 5-((4-((4-((3,4-dichloro-2-fluorophenyl)amino)-7-methoxyquinazolin-6-yl)oxy)piperidin-1-yl)methyl)-2-(2,6-dioxopiperidin-3-yl)isoindoline-1,3-dione